COC1=CC=C(C=C1)COC=1C=C(N=NC1C)N=C(C1=CC=CC=C1)C1=CC=CC=C1 N-[5-[(4-methoxyphenyl)methoxy]-6-methyl-pyridazin-3-yl]-1,1-diphenyl-methanimine